C1(CC1)C1=CC(=CC(=N1)N1C(C2=C3C(C(=CC=C13)F)=CC(=C2)CN2C[C@H](OCC2)C)=O)C2(CC(C2)(F)F)C2=NN=CN2C (R)-1-(6-cyclopropyl-4-(3,3-difluoro-1-(4-methyl-4H-1,2,4-triazol-3-yl)cyclobutyl)pyridin-2-yl)-6-fluoro-4-((2-methylmorpholinyl)methyl)benzo[cd]indol-2(1H)-one